[Br-].C(CCCCCCCCCCCCCCC)[N+](C)(C)C N-Cetyl-N,N,N-trimethyl-ammonium bromide